glycinylglycinyl-L-phenylalanine NCC(=O)NCC(=O)N[C@@H](CC1=CC=CC=C1)C(=O)O